C=CCCCCCCCCCCCCCCCCCCCCCCCCCCCCCCCC 1-tetratriacontene